N-((4-fluoro-6-((3-methylisoxazol-5-yl)methoxy)-1H-indol-2-yl)methyl)acetamide FC1=C2C=C(NC2=CC(=C1)OCC1=CC(=NO1)C)CNC(C)=O